4-(hydroxymethyl)thieno[2,3-b]pyridine-6-carboxylic acid ethyl ester C(C)OC(=O)C1=CC(=C2C(=N1)SC=C2)CO